7-[5-(benzyloxy)bicyclo[3.1.1]heptan-1-yl]-3-chloro-7H-pyrrolo[2,3-c]pyridazin-5-ol C(C1=CC=CC=C1)OC12CCCC(C1)(C2)N2C=C(C1=C2N=NC(=C1)Cl)O